N-(4-isopropoxypyridin-2-yl)-3-(5-methoxypyridin-2-yl)isothiazol-5-amine C(C)(C)OC1=CC(=NC=C1)NC1=CC(=NS1)C1=NC=C(C=C1)OC